FC1=C(C=CC=C1S(=O)(=O)C)NC1=NC=C(C(=N1)C1=CNC2=C(C=CC=C12)NC([C@@H](C)N1CCN(CC1)C)=O)C (R)-N-(3-(2-((2-fluoro-3-(methylsulfonyl)phenyl)amino)-5-methylpyrimidin-4-yl)-1H-indol-7-yl)-2-(4-methylpiperazin-1-yl)propionamide